(Z)-tert-butyl (1H-pyrazol-1-yl)methylenedicarbamate CC(C)(C)OC(=O)NC(=NC(=O)OC(C)(C)C)N1C=CC=N1